ClC=1C(=C(C=CC1)NC(=O)C1=CC(=CC=2NC(=NC21)NCCN(C(C)C)C(C)C)NC(=O)C2=C(C=CC=C2)C(F)(F)F)C N-(3-chloro-2-methylphenyl)-2-{[2-(dipropan-2-ylamino)ethyl]amino}-6-({[2-(trifluoromethyl)phenyl]carbonyl}amino)-1H-benzimidazole-4-carboxamide